8-amino-6-(4-methoxyphenyl)-5-oxo-2,3-dihydro-5H,6H-pyrano[2,3-d][1,3]thiazolo[3,2-a]pyrimidine-7-carbonitrile NC1=C(C(C2=C(N=C3N(C2=O)CCS3)O1)C1=CC=C(C=C1)OC)C#N